water magnesium-lithium [Li].[Mg].O